5-bromo-1-methyl-2-(naphthalen-2-yl)-1H-indole BrC=1C=C2C=C(N(C2=CC1)C)C1=CC2=CC=CC=C2C=C1